(R)-8-(1-((4-chloro-2-(1-hydroxy-1H-benzo[d][1,2,6]oxazaborinin-6-yl)phenyl)amino)ethyl)-2-isopropyl-3,6-dimethyl-4H-chromen-4-one ClC1=CC(=C(C=C1)N[C@H](C)C=1C=C(C=C2C(C(=C(OC12)C(C)C)C)=O)C)C=1C=CC2=C(C=NOB2O)C1